N-[[(3s,5s)-1-[6-[5-(difluoromethyl)pyrazolo[1,5-a]pyrimidin-3-yl]pyrimidin-4-yl]-4,4-difluoro-5-methyl-3-piperidinyl]methyl]methanesulfonamide FC(C1=NC=2N(C=C1)N=CC2C2=CC(=NC=N2)N2C[C@H](C([C@H](C2)C)(F)F)CNS(=O)(=O)C)F